(1R,5S)-3,8-diazabicyclo[3.2.1]octane [C@H]12CNC[C@H](CC1)N2